1-[4-(Azetidin-3-yl)phenyl]-3-(trifluoromethyl)pyrrolidine N1CC(C1)C1=CC=C(C=C1)N1CC(CC1)C(F)(F)F